ClC1=CC=C(C=C1)C1=C(C=CC=C1)[C@H](C1CCN(CC1)C1=CC=C(C(=O)OCC)C=C1)O (S)-ethyl 4-(4-((4'-chloro-[1,1'-biphenyl]-2-yl)(hydroxy)methyl)piperidin-1-yl)benzoate